4-(4-Methyl-[1,4]diazepan-1-yl)-6-(5-methyl-[1,3,4]oxadiazol-2-yl)-1,7,11b-triaza-benzo[c]fluorene CN1CCN(CCC1)C1=CC=NC2=C1C=C(C1=NC=3C=CC=CC3N21)C=2OC(=NN2)C